COC1=C(SC=C1)CNCCC1(CCOC2(CCCC2)CC1)C1=NC=CC=C1 N-((3-Methoxythien-2-yl)methyl)-2-(9-(pyridin-2-yl)-6-oxaspiro[4.6]undecan-9-yl)ethylamine